4-(2,6-dichloro-3,5-dimethoxyphenyl)quinazoline ClC1=C(C(=C(C=C1OC)OC)Cl)C1=NC=NC2=CC=CC=C12